C(C)OC(C[C@H](N[S@](=O)C(C)(C)C)C=1C=C(C=CC1)C1=CC(=CC=C1)Cl)=O.CC1(CCCC2=CC=CC=C12)CC1=CC=CC=C1 methylbenzyl-tetraline ethyl-(S)-3-(3'-chlorobiphenyl-3-yl)-3-((R)-1,1-dimethylethylsulfinamido)propanoate